N-(3-(5-(2-methoxyethoxy)-1H-benzo[d]imidazol-2-yl)-1H-pyrazol-4-yl)-7H-pyrrolo[2,3-d]pyrimidin-4-amine COCCOC1=CC2=C(NC(=N2)C2=NNC=C2NC=2C3=C(N=CN2)NC=C3)C=C1